4-[5-(1-Hydroxy-1-methyl-ethyl)-6-(1-oxo-2-isoquinolyl)-1,3-benzothiazol-2-yl]cyclohexanecarbaldehyde OC(C)(C)C=1C(=CC2=C(N=C(S2)C2CCC(CC2)C=O)C1)N1C(C2=CC=CC=C2C=C1)=O